benzyl ((benzyloxy)carbonyl)-L-lysinate benzenesulfonate C1(=CC=CC=C1)S(=O)(=O)O.C(C1=CC=CC=C1)OC(=O)N[C@@H](CCCCN)C(=O)OCC1=CC=CC=C1